(2,2,2-trifluoroethyl) [(4-fluorophenyl)methyl] sulfide FC1=CC=C(C=C1)CSCC(F)(F)F